3-[(1-benzhydryl-4-piperidyl)methyl]pentane-1,5-diol C(C1=CC=CC=C1)(C1=CC=CC=C1)N1CCC(CC1)CC(CCO)CCO